diruthenium ammonia N.[Ru].[Ru]